COC(=O)C=1SC=C(C1OCC=1C=NC=CC1)Br 4-bromo-3-(pyridin-3-ylmethoxy)thiophene-2-carboxylic acid methyl ester